O1C[C@H](CC1)OC1=CC=C(C=O)C=C1 (S)-4-((tetrahydrofuran-3-yl)oxy)benzaldehyde